4-(bis(4-(2-morpholinoethoxy)phenyl)amino)benzaldehyde O1CCN(CC1)CCOC1=CC=C(C=C1)N(C1=CC=C(C=O)C=C1)C1=CC=C(C=C1)OCCN1CCOCC1